CC(CO)(CCC(CO)C)O 2,5-dimethylhexane-1,2,6-triol